N-(2-bromoethyl)iminodiacetic acid di-tert-butyl ester C(C)(C)(C)OC(CN(CCBr)CC(=O)OC(C)(C)C)=O